6,7,8-trihydroxycoumarin OC=1C=C2C=CC(OC2=C(C1O)O)=O